3-methyl-7-(4-nitrophenyl)pyrrolo[1,2-a]pyrazine CC=1N=CC=2N(C1)C=C(C2)C2=CC=C(C=C2)[N+](=O)[O-]